N1C(=O)NC=2N=C(NC2C1=O)C(=O)N XANTHINAMID